CC1=NC(=CC(=N1)NC1=NN2C(C=C(C=C2)C=2N(N=CC2OC[C@@H]2NC[C@H](C2)C)C)=C1)C N-(2,6-dimethylpyrimidin-4-yl)-5-[2-methyl-4-[[(2R,4S)-4-methylpyrrolidin-2-yl]methoxy]pyrazol-3-yl]pyrazolo[1,5-a]pyridin-2-amine